2,5-DIMETHOXYNICOTINALDEHYDE COC1=C(C=O)C=C(C=N1)OC